C1(=CC=CC2=CC=CC=C12)[C@@H](C)NC[C@@H]1OC2=CC=CC=C2C(C1)=O (R)-2-((((R)-1-(naphthalen-1-yl)ethyl)amino)methyl)chroman-4-one